1-[1-(2-fluoro-6-methyl-phenyl)-piperidin-4-yl]-3-(2-trifluoromethyl-benzyl)-7-(2-trimethylsilyl-ethoxymethyl)-1,3,6,7-tetrahydro-purin-2-one FC1=C(C(=CC=C1)C)N1CCC(CC1)N1C(N(C=2N=CN(C2C1)COCC[Si](C)(C)C)CC1=C(C=CC=C1)C(F)(F)F)=O